6-(3,5-difluoroanilino)-N-(3-methylsulfonylpropan-3-yl)-[1,3]dioxolo[4,5-c]pyridine-4-carboxamide FC=1C=C(NC2=CC3=C(C(=N2)C(=O)NC(CC)S(=O)(=O)C)OCO3)C=C(C1)F